(R)-trifluoromethanesulfonic acid 7-cyano-4-(3-hydroxypyrrolidin-1-yl)-1-(4-methoxybenzyl)-1H-indazol-6-yl ester C(#N)C=1C(=CC(=C2C=NN(C12)CC1=CC=C(C=C1)OC)N1C[C@@H](CC1)O)OS(=O)(=O)C(F)(F)F